C1(CCCCCCC1)NC(=O)C1=NC(=NC=C1)N1C=NC=C1 N-cyclooctyl-2-(1H-imidazol-1-yl)pyrimidine-4-carboxamide